3-[2-(2,2-difluoroethyl)-3-fluoroanilino]-2-(3-{[(2S)-morpholin-2-yl]methoxy}pyridin-4-yl)-1,5,6,7-tetrahydro-4H-pyrrolo[3,2-c]pyridin-4-one FC(CC1=C(NC2=C(NC3=C2C(NCC3)=O)C3=C(C=NC=C3)OC[C@@H]3CNCCO3)C=CC=C1F)F